propionic acid bisulfate S(O)(O)(=O)=O.C(CC)(=O)O